2-amino-4-(4-aminophenyl)but-3-yn-1-ol hydrochloride Cl.NC(CO)C#CC1=CC=C(C=C1)N